N-((3R,4S)-4-((7-(2,6-dichloro-3,5-dimethoxyphenyl)-5-(2-oxa-7-azaspiro[4.4]nonan-7-yl)-2,6-naphthyridin-3-yl)amino)tetrahydrofuran-3-yl)acrylamide ClC1=C(C(=C(C=C1OC)OC)Cl)C1=NC(=C2C=C(N=CC2=C1)N[C@H]1[C@H](COC1)NC(C=C)=O)N1CC2(CCOC2)CC1